CN(CCC1=NC=CC=C1)CCC1=NC=CC=C1 methyl-bis(2-pyridine-2-yl-ethyl)amine